2-{[4-({2-[(4-cyano-2-fluorophenoxy)methyl]pyrimidin-4-yl}oxy)piperidin-1-yl]methyl}-4-fluoro-1-{[1-(fluoromethyl)cyclopropyl]methyl}-1H-1,3-benzodiazole-6-carboxylic acid C(#N)C1=CC(=C(OCC2=NC=CC(=N2)OC2CCN(CC2)CC2=NC3=C(N2CC2(CC2)CF)C=C(C=C3F)C(=O)O)C=C1)F